tert-butyl (2-oxoimidazolidin-1-yl)acetate O=C1N(CCN1)CC(=O)OC(C)(C)C